C(C)(C)(C)OC(=O)N[C@]1(CN(CC1)C1=CC=C(C(=C1CN1C2=NC=NC(=C2N=C1)NC(OC(C)(C)C)=O)C=O)F)C(NC1CC1)=O tert-butyl (R)-(9-(6-(3-((tert-butoxycarbonyl)amino)-3-(cyclopropylcarbamoyl)pyrrolidin-1-yl)-3-fluoro-2-formylbenzyl)-9H-purin-6-yl)carbamate